BrC=1C=C2CCC3(CN(CC3)C3CCOCC3)C2=CC1 5-bromo-1'-(tetrahydro-2H-pyran-4-yl)-2,3-dihydrospiro[indene-1,3'-pyrrolidine]